C(C1=CC=CC=C1)N1[C@H](CN(CCN(CCN(CC1)CC1=CC=CC=C1)CC1=CC=CC=C1)CC1=CC=C(C=C1)OC)CC1=CC=C(C=C1)OCCOCCOCC (2S)-1,7,10-tribenzyl-2-{4-[2-(2-ethoxyethoxy)ethoxy]benzyl}-4-(4-methoxybenzyl)-1,4,7,10-tetraazacyclododecane